Cl.N[C@H](C(=O)NCC1=NC(=NO1)C1=CC=C(C=C1)CCCCCCCCCC)CC1=CC=CC=C1 (S)-2-amino-N-((3-(4-decylphenyl)-1,2,4-oxadiazol-5-yl)methyl)-3-phenylpropanamide hydrochloride